N-(3-aminopropyl)-3-(5-(3,5-dichloro-2-methoxyphenyl)-1H-imidazol-2-yl)-1H-indazole-5-carboxamide NCCCNC(=O)C=1C=C2C(=NNC2=CC1)C=1NC(=CN1)C1=C(C(=CC(=C1)Cl)Cl)OC